C1(=CC=CC=C1)CCC(=O)[C@@]1([C@H](O)[C@H](O)[C@@H](CO)O1)N1C(=O)N=C(NO)C=C1 (3-PHENYLPROPIONYL)-N4-HYDROXYCYTIDINE